5-(3,3-difluoropyrrolidine-1-carbonyl)-6-(2-((6,6-dimethyl-2,4-dioxo-3-azabicyclo[3.1.0]hexan-3-yl)methyl)thieno[3,2-b]pyridin-7-yl)-4-methylpicolinonitrile FC1(CN(CC1)C(=O)C=1C(=CC(=NC1C1=C2C(=NC=C1)C=C(S2)CN2C(C1C(C1C2=O)(C)C)=O)C#N)C)F